[N+](=O)([O-])C=1C=C(CN2CCOCC2)C=CC1N1CCCCC1 (3-nitro-4-(piperidin-1-yl)benzyl)morpholine